C1(=CC=CC=C1)C1=CC2=C(N=C(S2)NC(=O)C2C(C3C=CC2O3)C(=O)O)C=C1 3-[(6-phenyl-1,3-benzothiazol-2-yl)carbamoyl]-7-oxabicyclo[2.2.1]hept-5-ene-2-carboxylic acid